bis(3-methylphenyl)methane CC=1C=C(C=CC1)CC1=CC(=CC=C1)C